ClO.CN(C1=CC=C(C2=CC=C(N(C)C)C=C2)C=C1)C tetramethyl-benzidine-hypochlorous acid